FC=1C=C(C=CC1C)N(C(=O)OCC1CCC(CC1)COCC(=O)O)C1=CC=CC=C1 2-(((1r,4r)-4-(((3-fluoro-4-methyl-phenyl)(phenyl)carbamoyl-oxy)methyl)cyclohexyl)methoxy)acetic acid